COC1=CC=C(CSC2=NN=C3N2C(=CC(N3)=O)CCC)C=C1 3-[(4-methoxybenzyl)sulfanyl]-5-propyl[1,2,4]triazolo[4,3-a]pyrimidin-7(8H)-one